(Z)-1-(2-chloro-4-(1-(5-(trifluoromethoxy)pyridin-2-yl)-1H-1,2,4-triazol-3-yl)phenyl)-3-(3-(2-(1-methoxyethyl)-5-methylphenyl)-4-oxothiazolidin-2-ylidene)urea ClC1=C(C=CC(=C1)C1=NN(C=N1)C1=NC=C(C=C1)OC(F)(F)F)NC(=O)\N=C\1/SCC(N1C1=C(C=CC(=C1)C)C(C)OC)=O